CC1=CC=C(C=C1)S(=O)(=O)OC1CC(CCC1C(C)C)C menthol (S)-p-toluenesulfonate